CC1=CC(=NN1)NC1=NC(=NC2=CC=CC=C12)C=1C=NC(=CC1)N1CC2N(C(C1)C2)CC=2SC=C(N2)C N-(5-methyl-1H-pyrazol-3-yl)-2-(6-(6-((4-methylthiazol-2-yl)methyl)-3,6-diazabicyclo[3.1.1]heptan-3-yl)pyridin-3-yl)quinazolin-4-amine